3-(4-hydroxyphenyl)-N7-methyl-2,3-dihydrobenzofuran-5,7-dicarboxamide OC1=CC=C(C=C1)C1COC2=C1C=C(C=C2C(=O)NC)C(=O)N